{3-(3,4-epoxycyclohexyl)propyl}trimethoxysilane 4-hydroxybutyrate OCCCC(=O)O.C1(CC2C(CC1)O2)CCC[Si](OC)(OC)OC